N6-(2-Methoxy-4-(4-methylpiperazin-1-yl)phenyl)-N4-(2-methoxyethyl)-3-(trifluoromethyl)-1H-pyrrolo[2,3-b]pyridin-4,6-diamin COC1=C(C=CC(=C1)N1CCN(CC1)C)NC=1C=C(C2=C(N1)NC=C2C(F)(F)F)NCCOC